tert-butyl (S)-3-((8-(phenylcarbamoyl)quinolin-5-yl)amino)pyrrolidine-1-carboxylate C1(=CC=CC=C1)NC(=O)C=1C=CC(=C2C=CC=NC12)N[C@@H]1CN(CC1)C(=O)OC(C)(C)C